2-[1-[(2,3-difluorophenyl)methyl]-5-oxopyrrolidin-2-yl]-N-(2-methylpropyl)acetamide FC1=C(C=CC=C1F)CN1C(CCC1=O)CC(=O)NCC(C)C